1-((6-hydroxy-6-(hydroxymethyl)-4-methyl-spiro[2.5]oct-4-yl)methyl)-1H-benzo[d]imidazole-6-carbonitrile OC1(CC(C2(CC2)CC1)(C)CN1C=NC2=C1C=C(C=C2)C#N)CO